[N+](=O)([O-])C1=CC=C(C(=O)OC2C(CCCC2)C2=CC(=C(C=C2)OC)C(N[C@@H]2[C@@H]\3CC[C@H]([C@@H]2C(NC2=CC(=C(C=C2)F)C(F)(F)F)=O)/C3=C/C(F)(F)F)=O)C=C1 2-(3-(((1R,2R,3S,4R,Z)-3-((4-fluoro-3-(trifluoromethyl)phenyl)carbamoyl)-7-(2,2,2-trifluoroethylidene)bicyclo[2.2.1]heptan-2-yl)carbamoyl)-4-methoxyphenyl)cyclohexyl 4-nitrobenzoate